FC=1C=C(C=NC1)CN1N=C(C=CC1=O)C=1C=NC(=NC1)OCC(C)SC 2-((5-fluoropyridin-3-yl)methyl)-6-(2-(2-(methylthio)propoxy)pyrimidin-5-yl)pyridazine-3(2H)-one